6-(3-bromo-2-chlorophenoxy)-9,9-dimethyl-N,N-diphenyl-9H-fluoren-2-amine BrC=1C(=C(OC=2C=C3C=4C=CC(=CC4C(C3=CC2)(C)C)N(C2=CC=CC=C2)C2=CC=CC=C2)C=CC1)Cl